methyl 2-(4-(5-oxohexyloxy) piperidin-1-yl)-2-phenylacetate O=C(CCCCOC1CCN(CC1)C(C(=O)OC)C1=CC=CC=C1)C